C(C)(C)(C)OC(=O)N(C1(CC=2C(=C(SC2SC)C(=O)OCC)CC1)C)C ethyl 5-[tert-butoxycarbonyl(methyl)amino]-5-methyl-3-methylsulfanyl-6,7-dihydro-4H-2-benzothiophene-1-carboxylate